3,6-didodecyloxy-4,5-dimethyl-o-phenylene-bis(mercury chloride) CCCCCCCCCCCCOC1=C(C(=C(C(=C1OCCCCCCCCCCCC)C)[Hg]Cl)[Hg]Cl)C